FC=1C(=NC(=NC1)N[C@@H]1CC[C@H](CC1)O)C=1C=C(C=CC1)N1C(COCC1)=O trans-4-(3-(5-fluoro-2-((4-hydroxycyclohexyl)amino)pyrimidin-4-yl)phenyl)morpholin-3-one